FC=1C=C(C=CC1N1CCN(CC1)C)NC=1N=C(C2=C(N1)NC=C2C)C=2C=C(CC#N)C=CC2 3-[2-[[3-fluoro-4-(4-methyl-1-piperazinyl)phenyl]amino]-5-methyl-7H-pyrrolo[2,3-d]pyrimidin-4-yl]-benzyl cyanide